CS(=O)(=O)C=1N=CC(=NC1)NC1=NNC=C1 3-((5-(methylsulfonyl)pyrazin-2-yl)amino)-1H-pyrazol